ClC1=C(C=CC=C1C1=NC=CC(=C1Cl)C1=NC(=C(C=C1)CNC[C@H]1NC(CC1)=O)OC)NC(C1=NC=C(C=C1)CN1C[C@@H](CC1)O)=O N-(2-chloro-3-(3'-chloro-6-methoxy-5-(((((S)-5-oxopyrrolidin-2-yl)methyl)amino)methyl)-[2,4'-bipyridin]-2'-yl)phenyl)-5-(((R)-3-hydroxypyrrolidin-1-yl)methyl)picolinamide